CC(CCCCCCCCCCCCCCCCCCCCCCCCCCO)C 27-methyloctacosanol